7-(3-bromo-2-methyl-phenoxy)heptanal BrC=1C(=C(OCCCCCCC=O)C=CC1)C